NC1=NC=CC=C1C1=NC=2C(=NC(=CC2)C2=CC=CC=C2)N1C1=CC=C(C=C1)CC(=O)O 2-(4-(2-(2-aminopyridin-3-yl)-5-phenyl-3H-imidazo[4,5-b]pyridin-3-yl)phenyl)acetic acid